COC(=O)C1CC2C(CC1)O2 methyl-3,4-epoxycyclohexylcarboxylate